C(C)(C)(C)OC([C@H](COC1=CC2=CN([N+](=C2C=C1)CC(CO)O)CC1CN(C1)C(=O)OC(C)(C)C)ON1C(C2=CC=CC=C2C1=O)=O)=O 5-((S)-3-(tert-butoxy)-2-((1,3-dioxoisoindolin-2-yl)oxy)-3-oxopropoxy)-2-((1-(tert-butoxycarbonyl)azetidin-3-yl)methyl)-1-(2,3-dihydroxypropyl)-2H-indazol-1-ium